ClC=1C=C2C(=NC(=NC2=C(C1C1=C(C=CC=C1O)F)F)OCCN1CCN(CC1)C(C)C)N1CCN(CC1)C(C=C)=O 1-(4-(6-chloro-8-fluoro-7-(2-fluoro-6-hydroxyphenyl)-2-(2-(4-isopropyl-piperazin-1-yl)ethoxy)quinazolin-4-yl)piperazin-1-yl)prop-2-en-1-one